(R)-6-bromo-2,5-dimethyl-2,3-dihydroimidazolo[2,1-b]Oxazole BrC=1N=C2O[C@@H](CN2C1C)C